ClC1=CC=C(C=C1)CC1C(C(CC1)(C(=O)OC)C)(CN1N=CN=C1)O methyl 3-[(4-chlorophenyl)methyl]-2-hydroxy-1-methyl-2-(1H-1,2,4-triazol-1-ylmethyl)cyclopentanecarboxylate